Trans-4-(3-bromophenyl)-N,N-dimethyl-1,2,3,4-tetrahydronaphthalen-2-amine BrC=1C=C(C=CC1)[C@H]1C[C@@H](CC2=CC=CC=C12)N(C)C